C(C#CC)OC1=CC=C(C=C1)NC(C(=O)O)CCC=O ((4-(but-2-yn-1-yloxy)phenyl)amino)-5-oxopentanoic acid